NC=1C=CC2=C(N=C(S2)C)C1N1[C@@H]2CN([C@H](C1)CC2)C(=O)OC(C)(C)C tert-Butyl (1S,4S)-5-(5-amino-2-methylbenzo[d]thiazol-4-yl)-2,5-diazabicyclo[2.2.2]octane-2-carboxylate